4-chloro-4-methoxyl-benzophenone ClC1(CC=C(C(=O)C2=CC=CC=C2)C=C1)OC